CNC1=CC=C2C(=NN(C2=C1)C1OCCCC1)C N,3-dimethyl-1-(tetrahydro-2H-pyran-2-yl)-1H-indazol-6-amine